N-{1-(7-Bicyclo[4.2.0]octa-1(6),2,4-trienyl)-2-oxo-2-[(2-oxospiro[1H-indole-3,4'-oxane]-6-yl)amino]ethyl}-2-methyl-pyrazole-3-carboxamide C1=2C=CC=CC2C(C1)C(C(NC1=CC=C2C(=C1)NC(C21CCOCC1)=O)=O)NC(=O)C=1N(N=CC1)C